1-methyltetrazole-5-thiolate CN1N=NN=C1[S-]